di((Z)-non-2-en-1-yl) 7,25-dihydroxy-9,23-bis(2-hydroxy-8-(((Z)-non-2-en-1-yl)oxy)-8-oxooctyl)-16-methyl-14,18-dioxo-9,13,16,19,23-pentaazahentriacontanedioate OC(CCCCCC(=O)OC\C=C/CCCCCC)CN(CCCNC(CN(CC(NCCCN(CC(CCCCCC(=O)OC\C=C/CCCCCC)O)CC(CCCCCC(OC\C=C/CCCCCC)=O)O)=O)C)=O)CC(CCCCCC(=O)OC\C=C/CCCCCC)O